C(C)OC(=O)C1=NC=C(C(=C1)N)F 4-amino-5-fluoropyridine-2-carboxylic acid ethyl ester